1,4-di(amino-methyl)cyclohexane tert-butyl-3-(6-(6-chloropyridazin-4-yl)pyrrolo[1,2-b]pyridazin-4-yl)-3,8-diazabicyclo[3.2.1]octane-8-carboxylate C(C)(C)(C)OC(=O)N1C2CN(CC1CC2)C=2C=1N(N=CC2)C=C(C1)C1=CN=NC(=C1)Cl.NCC1CCC(CC1)CN